di(n-pentyl) (2-ethylhexyl) citrate C(CC(O)(C(=O)OCC(CCCC)CC)CC(=O)OCCCCC)(=O)OCCCCC